CC1CN(CCC1C(=O)OC)C(=O)OC(C)(C)C 1-tert-butyl 4-methyl 3-methylpiperidine-1,4-dicarboxylate